5-(1-methylpiperidin-4-yl)thiophene-2-carboxylic acid methyl ester COC(=O)C=1SC(=CC1)C1CCN(CC1)C